4-cyclopropyl-7-(2-((2-cyclopropyl-4-((3S,5R)-3,5-dimethylpiperazin-1-yl)phenyl)amino)-5-(trifluoromethyl)pyrimidin-4-yl)-3,4-dihydrothieno[2,3-f][1,4]thiazepin-5(2H)-one 1,1-dioxide C1(CC1)N1CCS(C2=C(C1=O)SC(=C2)C2=NC(=NC=C2C(F)(F)F)NC2=C(C=C(C=C2)N2C[C@@H](N[C@@H](C2)C)C)C2CC2)(=O)=O